ClC1=NC(=C(C(=N1)N1CC2=C(CC1)N=C(S2)C2(CC2)F)C)C 5-(2-chloro-5,6-dimethylpyrimidin-4-yl)-2-(1-fluorocyclopropyl)-4,5,6,7-tetrahydrothiazolo[5,4-c]pyridine